2-bromo-4-hydrazineylpyridine BrC1=NC=CC(=C1)NN